(1S,3S,4S)-N-[(1S)-1-cyano-2-[(3R)-2-oxopyrrolidin-3-yl]ethyl]-2-[2-(3,5-dichlorophenyl)-2,2-difluoro-acetyl]-5,5-difluoro-2-azabicyclo[2.2.2]octane-3-carboxamide C(#N)[C@H](C[C@@H]1C(NCC1)=O)NC(=O)[C@H]1N([C@@H]2CC([C@H]1CC2)(F)F)C(C(F)(F)C2=CC(=CC(=C2)Cl)Cl)=O